1-(2-(4-(cyclobutylmethyl)-3-oxo-3,4-dihydro-2H-benzo[b][1,4]oxazin-7-yl)thiazol-4-yl)-3-(piperidin-4-yl)urea C1(CCC1)CN1C2=C(OCC1=O)C=C(C=C2)C=2SC=C(N2)NC(=O)NC2CCNCC2